((6-(difluoromethoxy)-2-(2,2'-dimethyl-3'-(1,2,3,4-tetrahydroisoquinolin-6-yl)-[1,1'-biphenyl]-3-yl)benzo[d]oxazol-5-yl)methyl)-L-proline FC(OC1=CC2=C(N=C(O2)C=2C(=C(C=CC2)C2=C(C(=CC=C2)C=2C=C3CCNCC3=CC2)C)C)C=C1CN1[C@@H](CCC1)C(=O)O)F